(S)-1-(piperidin-3-yl)-2-(pyridin-2-yl)-1,6-dihydrodipyrrolo[2,3-b:2',3'-d]Pyridine N1C[C@H](CCC1)N1C(=CC=2C1=C1C(=NC2)NC=C1)C1=NC=CC=C1